(S)-methyl (4-(4-((2-amino-2,4-dimethylpentyl)oxy)-3-cyanophenyl)pyridin-2-yl)carbamate N[C@](COC1=C(C=C(C=C1)C1=CC(=NC=C1)NC(OC)=O)C#N)(CC(C)C)C